C[Si](O[Si](O[Si](OCC)(OCC)C)(C1=CC=CC=C1)C)(OCC)OCC 1,3,5-trimethyl-1,1,5,5-tetraethoxy-3-phenyltrisiloxane